[Cl-].C(CCCCCCCCCCCCCCC)[N+](C)(C)C Cetyltrimethylammonium chlorid